FC(C(=O)O)(F)F.CNCCNCC(=O)O N-(2-(methylamino)ethyl)glycine 2,2,2-trifluoroacetate